CC1(OB(OC1(C)C)C1=C2C=CC=NC2=CC=C1)C 5-(4,4,5,5-tetramethyl-1,3,2-dioxaborolan-2-yl)quinolin